O=C(CCCCCCC(=O)[O-])CCCCCCCCCC 8-oxooctadecanoate